1-(3-((7-(4,4-difluoropiperidin-1-yl)heptyl)amino)phenyl)dihydropyrimidine-2,4(1H,3H)-dione FC1(CCN(CC1)CCCCCCCNC=1C=C(C=CC1)N1C(NC(CC1)=O)=O)F